C(C=C)N1C(=NC2=C1C=CC=C2)C2=CC(=C(C=C2)Cl)Cl 1-allyl-2-(3,4-dichlorophenyl)-1H-benzo[d]imidazole